FC1=C(C=CC=C1C[C@@H]1N(CC2(CC2)[C@@H]1NS(=O)(=O)C)C(=O)N1C[C@H](CC1)OC)C1=CC=CC=C1 N-((6S,7S)-6-((2-fluoro-[1,1'-biphenyl]-3-yl)methyl)-5-((S)-3-methoxypyrrolidine-1-carbonyl)-5-azaspiro[2.4]heptan-7-yl)methanesulfonamide